OC1(CCN(CC1)C(C)=O)C1=CC2=C(N=CN=C2N[C@H](C)C2=C(C(=CC=C2)C(F)(F)F)C)C=N1 (R)-1-(4-hydroxy-4-(4-((1-(2-methyl-3-(trifluoromethyl)phenyl)-ethyl)amino)pyrido[3,4-d]pyrimidin-6-yl)piperidin-1-yl)ethan-1-one